C(C1=CC=CC=C1)=C1N(C(N(C1)C1=C(C=C(C=C1C)C)C)(Cl)Cl)C1=C(C=C(C=C1C)C)C benzylidene[1,3-bis(2,4,6-trimethylphenyl)imidazolidin-2-ylidene] dichloride